FC1=C(C(=C(C(=C1C=1C=C(C(=O)NN)C=CC1)F)F)F)F 3-(pentafluorophenyl)benzoyl-hydrazine